(3aR,6aR)-5-cyano-N-(2-fluoro-4-(1-methyl-1H-pyrazol-4-yl)phenyl)hexahydro-pyrrolo[3,4-b]pyrrole-1(2H)-carboxamide C(#N)N1C[C@@H]2N(CC[C@@H]2C1)C(=O)NC1=C(C=C(C=C1)C=1C=NN(C1)C)F